FC(C(C(C(=C(F)F)F)(F)F)(F)F)(F)F 1,1,1,2,2,3,3-heptafluoro-3-[(trifluorovinyl)]propane